benzyl (2-azabicyclo[2.1.1]hexan-4-yl)carbamate 2,2,2-trifluoroacetate FC(C(=O)O)(F)F.C12NCC(C1)(C2)NC(OCC2=CC=CC=C2)=O